3-amino-2-(4-cyanophenyl)-N-[3-(1H-pyrazol-4-yl)-1H-indol-7-yl]propanamide NCC(C(=O)NC=1C=CC=C2C(=CNC12)C=1C=NNC1)C1=CC=C(C=C1)C#N